C1(CCCCC1)C1=CN=C(S1)N1CC[C@@H]2CCN(C[C@H]2C1)C#N (4aS,8aS)-7-(5-cyclohexylthiazol-2-yl)octahydro-2,7-naphthyridine-2(1H)-carbonitrile